3-(2-Amino-6-chloro-benzooxazol-5-yl)-1-((S)-1,2-dimethyl-propyl)-1H-pyrazolo[3,4-d]pyrimidine-4,6-diamine NC=1OC2=C(N1)C=C(C(=C2)Cl)C2=NN(C1=NC(=NC(=C12)N)N)[C@H](C(C)C)C